2-(8-ethyl-2-methylimidazo[1,2-a]pyridin-6-yl)-7-(4-methyl-1,4-diazacycloheptan-1-yl)-4H-pyrido[1,2-a]pyrimidin-4-one C(C)C=1C=2N(C=C(C1)C=1N=C3N(C(C1)=O)C=C(C=C3)N3CCN(CCC3)C)C=C(N2)C